(4-(1-methyl-1H-indol-3-yl)pyrimidine-2-yl)-2-nitrobenzene-1,4-diamine CN1C=C(C2=CC=CC=C12)C1=NC(=NC=C1)C=1C(=C(C=CC1N)N)[N+](=O)[O-]